N1=C(N=CC2=CC=CC=C12)NC1CCC(CC1)N(C(C)=O)C1=CC=C(C=C1)C=1C=NC(=NC1)N1CCC(CC1)C(=O)N 1-(5-(4-(N-((1r,4r)-4-(quinazolin-2-ylamino)cyclohexyl)acetamido)phenyl)pyrimidin-2-yl)piperidine-4-carboxamide